C1(=CC=CC2=CC=CC=C12)N1CCOCC1 4-(1-naphthyl)morpholine